FC1=CC=C(C=C1)N1N=CC2=C1CC1CCN(C[C@]1(C2)C(=O)C2=CN=CS2)C(=O)OC(C)(C)C (R)-tert-butyl 1-(4-fluorophenyl)-4a-(thiazole-5-carbonyl)-4a,5,7,8,8a,9-hexahydro-1H-pyrazolo[3,4-g]isoquinoline-6(4H)-carboxylate